tert-butyl 3-chloro-2-methoxy-4-methyl-5,7-dihydro-6H-pyrrolo[3,4-b]pyridine-6-carboxylate ClC=1C(=C2C(=NC1OC)CN(C2)C(=O)OC(C)(C)C)C